6-(1-(tert-Butoxycarbonyl)piperidin-4-yl)-4-chloro-9H-pyrimido[4,5-b]indole-9-carboxylic acid tert-butyl ester C(C)(C)(C)OC(=O)N1C2=C(C3=CC(=CC=C13)C1CCN(CC1)C(=O)OC(C)(C)C)C(=NC=N2)Cl